FC(OC1=C(C=CC=C1)CN(CC1=CC=C(C=C1)CNCC1=NC=CC=C1)C1CCCCC=2C1=NC=CC2)F N-[(2-difluoromethoxyphenyl)methyl]-N'-(2-pyridinylmethyl)-N-(6,7,8,9-tetrahydro-5H-cyclohepta[b]pyridin-9-yl)-1,4-benzenedimethanamine